N-(phenyl-d5)dibenzo[b,d]thiophen-2-amine C1(=C(C(=C(C(=C1[2H])[2H])[2H])[2H])[2H])NC1=CC2=C(SC3=C2C=CC=C3)C=C1